N-{[(2R)-1,4-Dioxan-2-yl]methyl}-2-[(1-ethylpiperidin-4-yl)methyl]-8-(trifluoromethyl)-4,5-dihydro-2H-furo[2,3-g]indazol-7-carboxamid O1[C@@H](COCC1)CNC(=O)C1=C(C2=C(CCC3=CN(N=C23)CC2CCN(CC2)CC)O1)C(F)(F)F